3-bromo-1,2-thiazole BrC1=NSC=C1